tert-butyl (E)-3-(2,3-dihydro-1H-inden-5-yl-1,1-d2)acrylate C1(CCC2=CC(=CC=C12)/C=C/C(=O)OC(C)(C)C)([2H])[2H]